CC(C)(C)[O-].[Ti+4].CNS(=O)(=O)C1=CC=C(C=C1)C=1N=C(SC1)NC1=CC=C(C=C1)S(N)(=O)=O.CC(C)(C)[O-].CC(C)(C)[O-].CC(C)(C)[O-] N-methyl-4-(2-((4-sulfamoylphenyl)amino)thiazol-4-yl)benzenesulfonamide titanium t-butoxide